N1(CCC1)CC1=CC(=C(C=C1)[S@](=O)(N)=NC(NC1=C2C(=CC=3CCCC13)CC2)=O)F |o1:11| (S) or (R)-4-(azetidin-1-ylmethyl)-2-fluoro-N'-((2,4,5,6-tetrahydro-1H-cyclobuta[f]inden-3-yl)carbamoyl)benzenesulfonimidamide